B(C1=CC(=CC=C1)S(=O)(=O)N(C)C)(O)O 3-(N,N-DIMETHYLSULPHONAMIDO)BENZENEBORONIC ACID